C(CCCCCCC\C=C/C\C=C/CCCCC)(=O)OCC(COC(CCC(OCCCCCCCC)OCCCCCCCC)=O)COC(CCCCN(CC)CC)=O 3-((4,4-bis(octyloxy)butanoyl)oxy)-2-(((5-(diethylamino)pentanoyl)oxy)methyl)propyl (9Z,12Z)-octadeca-9,12-dienoate